5-Cyano-2-ethyl-1-(4-(3,3,3-trifluoro-2,2-dimethylpropyl)-2-(trifluoromethoxy)phenyl)-1H-imidazole-4-carboxylic Acid C(#N)C1=C(N=C(N1C1=C(C=C(C=C1)CC(C(F)(F)F)(C)C)OC(F)(F)F)CC)C(=O)O